FC1(CCN(CC1)C(CCCCCC[N-]C=1C=CC2=C(C(=CO2)C2C(NC(CC2)=O)=O)C1)=O)F 7-(4,4-difluoropiperidin-1-yl)-N-(3-(2,6-dioxopiperidin-3-yl)benzofuran-5-yl)-7-oxoheptylamide